3-bromo-N,N-bis(4-(tert-butyl)phenyl)benzo[b]thiophen-6-amine BrC=1C2=C(SC1)C=C(C=C2)N(C2=CC=C(C=C2)C(C)(C)C)C2=CC=C(C=C2)C(C)(C)C